3-methyl-1,5-bis(2,4-xylyl)-1,3,5-triazapenta-1,4-diene CN(C=NC1=C(C=C(C=C1)C)C)C=NC1=C(C=C(C=C1)C)C